1-[(3S)-3-Fluoropyrrolidin-1-yl]-2-[6-[3-(trifluoromethyl)phenyl]pyrazolo[4,3-b]pyridin-1-yl]ethanone F[C@@H]1CN(CC1)C(CN1N=CC2=NC=C(C=C21)C2=CC(=CC=C2)C(F)(F)F)=O